C(CCC)C1=CC(=C(C(=C1)C(C)(C)C)O)C(C)(C)C 4-butyl-2,6-di-tert-butylphenol